BrC1=NC=C2C=C(N=C(C2=C1)Cl)Cl 7-bromo-1,3-dichloro-2,6-naphthyridine